[C@H]12OCC[C@@H]2C=CC1 (1S,5R)-2-oxabicyclo[3.3.0]-oct-6-ene